C[Si](CCOCN1N=CC(=C1)C1=CC=C(N)C=C1)(C)C 4-(1-((2-(trimethylsilyl)ethoxy)methyl)-1H-pyrazole-4-yl)aniline